O=C1C=CC=C2N=NN=C21 oxo-azabenzimidazole